1-[8-amino-5-cyano-6-(4-methyl-3-pyridinyl)-3-isoquinolinyl]-3-methyl-urea NC=1C=C(C(=C2C=C(N=CC12)NC(=O)NC)C#N)C=1C=NC=CC1C